S1N=CC=C1CN (1,2-thiazol-5-yl)methylamine